2-(4-((4-nitrophenyl)sulfonyl)piperazin-1-yl)-4-(trifluoromethyl)thiazole [N+](=O)([O-])C1=CC=C(C=C1)S(=O)(=O)N1CCN(CC1)C=1SC=C(N1)C(F)(F)F